(S)-N-(2-phenylpropyl)acetamide tert-butyl-N-{6-bromothieno[3,2-c][1,2]thiazol-3-yl}-N-(thiophen-2-ylmethyl)carbamate C(C)(C)(C)OC(N(CC=1SC=CC1)C1=C2C(=NS1)C(=CS2)Br)=O.C2(=CC=CC=C2)[C@@H](CNC(C)=O)C